methyl 5-(N-(tert-butoxycarbonyl)-S-methylsulfonimidoyl)benzofuran-2-carboxylate C(C)(C)(C)OC(=O)N=S(=O)(C)C=1C=CC2=C(C=C(O2)C(=O)OC)C1